C(CCCCC)OCCC=O 3-(HEXYLOXY)PROPANAL